C(C)(C)(C)OC(CN1C(C(CCC2=C1C=CC=C2)N)=O)=O 3-amino-2,3,4,5-tetrahydro-2-oxo-1H-1-benzazepine-1-acetic acid tert-butyl ester